COC1=NC2=C(N1)C=CC=C2C=2CCN(CC2)C 2-methoxy-4-(1-methyl-1,2,3,6-tetrahydropyridin-4-yl)-1H-benzo[d]imidazole